OC[C@@H]1C[C@@](C(N1)=O)(C)CNC1=NC=C(C=2N=CN(C(C21)=O)C)C2=CC=C(C=C2)C(F)(F)F 5-((((3S,5S)-5-(hydroxymethyl)-3-methyl-2-oxopyrrolidin-3-yl)methyl)amino)-3-methyl-8-(4-(trifluoromethyl)phenyl)pyrido[4,3-d]pyrimidin-4(3H)-one